C(C)N(C1=CC=C(C=C1)C(C1=C(C=CC(=C1)S(=O)(=O)O)S(=O)(=O)O)C1=CC=C(C=C1)N(CC)CC)CC 2-(Bis(4-(diethylamino)phenyl)methyl)benzene-1,4-disulfonic acid